tert-butyl 8-(3-chloro-4-(2-chloro-3-(5-formyl-6-methoxypyridin-2-yl)phenyl)pyridin-2-yl)-2,3-dihydrobenzo[f][1,4]thiazepine-4(5H)-carboxylate 1,1-dioxide ClC=1C(=NC=CC1C1=C(C(=CC=C1)C1=NC(=C(C=C1)C=O)OC)Cl)C1=CC2=C(CN(CCS2(=O)=O)C(=O)OC(C)(C)C)C=C1